BrC=1C(=C(C(=O)O)C=C(C1)Cl)OC 3-bromo-5-chloro-2-methoxybenzoic acid